C(C1=CC=CC=C1)OCCS(=O)(=O)N1CCC(CC1)NC1=NC=C(C(=N1)C1=CN=C(S1)C)C(F)(F)F N-(1-((2-(benzyloxy)ethyl)sulfonyl)piperidin-4-yl)-4-(2-methylthiazol-5-yl)-5-(trifluoromethyl)pyrimidin-2-amine